8-bromo-10-(naphthalen-2-yl)-7-phenylfluoranthene BrC=1C(=C2C3=CC=CC4=CC=CC(C2=C(C1)C1=CC2=CC=CC=C2C=C1)=C43)C4=CC=CC=C4